tert-Butyl 4-(4-fluoro-3-(1-(3-methoxy-3-oxopropyl)ureido)phenyl)piperazine-1-carboxylate FC1=C(C=C(C=C1)N1CCN(CC1)C(=O)OC(C)(C)C)N(C(=O)N)CCC(=O)OC